p-Bromophenylhydrazine COC1=CC=C(C=C1)C=CC(=O)Cl